(S)-3-Bromo-2-((5-((tert-butyldiphenylsilyl)oxy)-3-methylpentyl)oxy)-6-methylpyridine BrC=1C(=NC(=CC1)C)OCC[C@@H](CCO[Si](C1=CC=CC=C1)(C1=CC=CC=C1)C(C)(C)C)C